NC1=CC(=CN=N1)C1(CC1)C1=CC=C(CN2C(C=CC(=C2)Cl)=O)C=C1 1-(4-(1-(6-aminopyridazin-4-yl)cyclopropyl)benzyl)-5-chloropyridin-2(1H)-one